NC1=NC(=CC(=N1)OC)OC amino-4,6-dimethoxypyrimidine